methyl 7-chloro-2-(4-(3-cyclopropoxyazetidin-1-yl)cyclohexyl)-2,4-dimethylbenzo[d][1,3]dioxole-5-carboxylate ClC1=CC(=C(C2=C1OC(O2)(C)C2CCC(CC2)N2CC(C2)OC2CC2)C)C(=O)OC